Methallylamine C(C(C)=C)N